3-(2-cyclopropylphenyl)hexahydrocyclopenta[c]pyrrol-1(2H)-one C1(CC1)C1=C(C=CC=C1)C1C2C(C(N1)=O)CCC2